(5-(methoxy-d3)-7-methyl-1-tosyl-1H-indol-4-yl)methanol C(OC=1C(=C2C=CN(C2=C(C1)C)S(=O)(=O)C1=CC=C(C)C=C1)CO)([2H])([2H])[2H]